3-(azetidin-3-yloxy)-propan-1-ol hydrochloride Cl.N1CC(C1)OCCCO